C(CCC)C(CO)(C(C(CO)CC)CCC)CC 2-butyl-2,4-diethyl-3-propyl-1,5-pentanediol